5-(8-(6,6-dimethyl-3-azabicyclo[3.1.0]hexan-3-yl)imidazo[1,2-b]pyridazin-6-yl)pyrimidine-2,4(1H,3H)-dione CC1(C2CN(CC12)C=1C=2N(N=C(C1)C=1C(NC(NC1)=O)=O)C=CN2)C